[3-(5-fluoro-2-methyl-pyrimidin-4-ylamino)-6,6-dimethyl-4,6-dihydro-1H-pyrrolo[3,4-c]pyrazol-5-yl]-[4-(3-hydroxy-propyl)-2,5-dimethyl-piperazin-1-yl]-methanone FC=1C(=NC(=NC1)C)NC=1C2=C(NN1)C(N(C2)C(=O)N2C(CN(C(C2)C)CCCO)C)(C)C